CC12NC=3C4=C(C=CC3C=C1CCC2)C(N(C4)C4C(NC(CC4)=O)=O)=O 3-(9a-Methyl-3-oxo-3,7,8,9,9a,10-hexahydrocyclopenta[b]pyrrolo[3,4-h]quinolin-2(1H)-yl)piperidine-2,6-dione